CC1(CC(CNC1)NC=1C(N(C(=NN1)C1=C(C=C(C=C1)C(F)(F)F)OC)C)=O)C 6-((5,5-Dimethylpiperidin-3-yl)amino)-3-(2-methoxy-4-(trifluoromethyl)phenyl)-4-methyl-1,2,4-triazin-5(4H)-one